N-methoxy-N,4-dimethylcyclohex-3-enecarboxamide CON(C(=O)C1CC=C(CC1)C)C